(R)-1-(6,7-diphenylpyrido[3,2-d]pyrimidin-2-yl)-3-(2-hydroxybutyl)urea C1(=CC=CC=C1)C=1C(=CC=2N=C(N=CC2N1)NC(=O)NC[C@@H](CC)O)C1=CC=CC=C1